tert-butyl (2R,6S)-4-(1-((2,7-dimethyl-[1,2,4]triazolo[1,5-a]pyridin-6-yl)carbamoyl)-2,3-dihydro-1H-pyrrolo[2,3-b]pyridin-4-yl)-2,6-dimethylpiperazine-1-carboxylate CC1=NN2C(C=C(C(=C2)NC(=O)N2CCC=3C2=NC=CC3N3C[C@H](N([C@H](C3)C)C(=O)OC(C)(C)C)C)C)=N1